2-[6-(5-chloro-2-{[(2S)-1-hydroxypropan-2-yl]amino}pyrimidin-4-yl)-1-oxo-2,3-dihydro-1H-isoindol-2-yl]-N-[(1S,2S)-2-hydroxy-1-phenylpropyl]acetamide ClC=1C(=NC(=NC1)N[C@H](CO)C)C1=CC=C2CN(C(C2=C1)=O)CC(=O)N[C@H]([C@H](C)O)C1=CC=CC=C1